3-(4-((4-(4-(1,2-bis(4-hydroxyphenyl)but-1-en-1-yl)phenyl)piperazin-1-yl)methyl)-1-oxoisoindolin-2-yl)piperidine-2,6-dione OC1=CC=C(C=C1)C(=C(CC)C1=CC=C(C=C1)O)C1=CC=C(C=C1)N1CCN(CC1)CC1=C2CN(C(C2=CC=C1)=O)C1C(NC(CC1)=O)=O